COC(=O)C1=C(C=NC2=C1OCCN2C2=NC(=C(N=C2)N)F)C=2C=NN(C2C)CC21CC3CC(CC(C2)C3)C1 7-(1-(adamantan-1-ylmethyl)-5-methyl-1H-pyrazol-4-yl)-4-(5-amino-6-fluoropyrazin-2-yl)-3,4-dihydro-2H-pyrido[3,2-b][1,4]oxazine-8-carboxylic acid methyl ester